4-(2-(2,4-difluorophenoxy)-5-nitrophenyl)-6-methyl-1-tosyl-1,6-dihydro-7H-pyrrolo[2,3-c]pyridin-7-one FC1=C(OC2=C(C=C(C=C2)[N+](=O)[O-])C=2C3=C(C(N(C2)C)=O)N(C=C3)S(=O)(=O)C3=CC=C(C)C=C3)C=CC(=C1)F